CC1=CC=C(N=N1)CNC1=NN=CC2=CC=C(C=C12)C=1SC(=CN1)C N-[(6-Methylpyridazin-3-yl)methyl]-7-(5-methylthiazol-2-yl)phthalazin-1-amin